O1C(NC2CNCCC21)=O hexahydrooxazolo[4,5-c]pyridin-2(3H)-one